ClC1=CC=C(CN(C(C2=CC(=CC=C2)F)=O)CC=2C=NC=CC2)C=C1 N-(4-chlorobenzyl)-3-fluoro-N-(pyridin-3-ylmethyl)benzamide